(bromomethyl)-1-phenyl-3-(4-(trifluoromethyl)phenyl)-1H-pyrazole BrCC=1C(=NN(C1)C1=CC=CC=C1)C1=CC=C(C=C1)C(F)(F)F